CC1=CN=C(S1)C=1C=C(C(=O)O)C=C(C1)O[C@H]1COCC1 3-(5-methyl-1,3-thiazol-2-yl)-5-[(3R)-tetrahydro-furan-3-yloxy]benzoic acid